BrCCC1=CC=NC(=C1)CC(C)C 4-(2-bromoethyl)-6-isobutylpyridine